CC(CNC(OCC)=O)(CC(CCNC(OCC)=O)C)C 7,7,9-trimethyl-3,14-dioxa-4,13-dioxo-5,12-diazahexadecane